NC(C(=O)OC)C1COCC1 methyl 2-amino-2-tetrahydrofuran-3-yl-acetate